(2-(N-(4,5-dimethylisoxazol-3-yl)sulfamoyl)phenyl)boric acid CC=1C(=NOC1C)NS(=O)(=O)C1=C(C=CC=C1)OB(O)O